C(C)OC(C(CC1CCN(CC1)C(=O)OC(C)(C)C)C)=O tert-Butyl 4-(3-ethoxy-2-methyl-3-oxopropyl)piperidine-1-carboxylate